4-(azetidin-1-yl)-8-chloro-7,9-dimethyl-pyrido[3',2':4,5]furo[3,2-d]pyrimidine hydrochloride Cl.N1(CCC1)C=1C2=C(N=CN1)C1=C(O2)N=C(C(=C1C)Cl)C